COC(=O)C1(CC(C1)N1C[C@H](CCC1)C1CN(C1)C1=NC=C(C(=C1)N[C@H](C)C1=C(C=C(C=C1)Cl)Cl)[N+](=O)[O-])C (1R,3r)-3-((R)-3-(1-(4-(((R)-1-(2,4-dichlorophenyl)ethyl)amino)-5-nitropyridin-2-yl)azetidin-3-yl)piperidin-1-yl)-1-methylcyclobutane-1-carboxylic acid methyl ester